OCC1=CC(=C2C(=N1)CN(C2)C(CC2CN(C2)C=2C=NC=CC2)=O)C 1-[2-(hydroxymethyl)-4-methyl-5,7-dihydro-6H-pyrrolo[3,4-b]pyridin-6-yl]-2-[1-(pyridin-3-yl)azetidin-3-yl]ethanone